2-ethyl-1,3-hex-anediol C(C)C(CO)C(CCC)O